(6-chloro-3-fluoro-2-pyridyl)hydrazine ClC1=CC=C(C(=N1)NN)F